C[Si]1(CC(CC1)NC(=O)C1=CC2=C(N=C(S2)C2=CC=CC=C2)N1)C N-(1,1-dimethylsilolan-3-yl)-2-phenyl-4H-pyrrolo[2,3-d]thiazole-5-carboxamide